BrC1=CC(=C(C(=C1)F)N1CCCC1(C)C)F (Z)-N-(4-bromo-2,6-difluorophenyl)-5,5-dimethylpyrrolidin